FC1(CCC(CC1)NC(=O)N[C@@H]1C[C@@H](C1)NC1=NC=2N([C@H](C(NC2C(=N1)C)=O)C(C)C)C)F (4,4-difluorocyclohexyl)-3-(cis-3-(((S)-7-isopropyl-4,8-dimethyl-6-oxo-5,6,7,8-tetrahydropteridin-2-yl)amino)cyclobutyl)urea